3-(PROP-2-YNAMIDO)PROPANOIC ACID C(C#C)(=O)NCCC(=O)O